4-(1-benzyl-3-fluoro-1H-pyrazol-4-yl)-3-(p-chlorophenyl)-2-pyridinyl-amine C(C1=CC=CC=C1)N1N=C(C(=C1)C1=C(C(=NC=C1)N)C1=CC=C(C=C1)Cl)F